N[C@@H](CC1=CC=CC=C1)C1=CC=CS1 5-[(1S)-1-amino-2-phenylethyl]thiophen